BrC1=CC=C2C(=C1)N=C1C(=CC3=C4C=CC=CC4=NC3=C12)Br 3,6-dibromoindolocarbazole